O=C1N(CCC(N1)=O)C=1C=C2C(=NC1)N(C=C2CC)[C@@H]2[C@H](CN(CC2)C(=O)OC(C)(C)C)F tert-Butyl (3S,4S)-4-(5-(2,4-dioxotetrahydropyrimidin-1(2H)-yl)-3-ethyl-1H-pyrrolo[2,3-b]pyridin-1-yl)-3-fluoropiperidine-1-carboxylate